COC(=O)C1=CN=C(S1)C1=C(C=C(C=C1)OC)OC (2,4-dimethoxyphenyl)thiazole-5-carboxylic acid methyl ester